3-cephem S1CC=CN2[C@H]1CC2=O